N1C=NC2=C1C=CC(=C2)N2C(NC(C2C2=CC=C(C=C2)OCCC)=O)=O 1-(1H-benzo[d]imidazol-5-yl)-5-(4-propoxyphenyl)imidazolidine-2,4-dione